Iron(II) Acetate C(C)(=O)[O-].[Fe+2].C(C)(=O)[O-]